3-ethynyl-N-(3-fluoro-4-((4-(2-hydroxyethyl)piperazin-1-yl)methyl)phenyl)-4-methylbenzamide C(#C)C=1C=C(C(=O)NC2=CC(=C(C=C2)CN2CCN(CC2)CCO)F)C=CC1C